C1(=CC=C(C=C1)ONC1=CC=CC=C1)ONC1=CC=CC=C1 4'-(1,4-phenylenedioxy)bis-aniline